(R)-6-bromo-N-(1-(2-(trifluoromethyl)pyrimidin-5-yl)ethyl)quinazolin-4-amine BrC=1C=C2C(=NC=NC2=CC1)N[C@H](C)C=1C=NC(=NC1)C(F)(F)F